NC1=C(C=C(C=C1)N1N=C(C(=C1)NC(C1=CC=C(C=C1)OC(F)(F)F)=O)C)C N-[1-(4-amino-3-methyl-phenyl)-3-methyl-pyrazol-4-yl]-4-(trifluoromethoxy)benzamide